CC(CO)(C)N L-2-methyl-2-amino-1-propanol